N=1C(C(C=C2C=CC=CC12)=O)=O quinolindione